phenyl-glutaramide C1(=CC=CC=C1)C(C(=O)N)CCC(=O)N